NC(C)C=1C=C(C=CC1)C(C(C)(O)C)(F)F 1-(3-(1-aminoethyl)phenyl)-1,1-difluoro-2-methylpropan-2-ol